C1(CC1)C1=NOC(=N1)C1CCN(CC1)C1=NN2C(S1)=NC(=C2)C2=CC=C(C=C2)S(=O)(=O)C 3-cyclopropyl-5-(1-(6-(4-(methylsulfonyl)phenyl)imidazo[2,1-b][1,3,4]thiadiazol-2-yl)piperidin-4-yl)-1,2,4-oxadiazole